C(#N)COC=1C=CC=2N(C1)N=CC2C#N 6-cyanomethoxypyrazolo[1,5-a]pyridine-3-carbonitrile